BrC1=C(C=C(C=C1)S(=O)(=O)NC1=C(C(=O)[O-])C=CC=C1OC)F (4-bromo-3-fluorophenylsulphonamido)-3-methoxybenzoate